(2S,3S)-N-[[2-methoxy-5-(1H-tetrazol-1-yl)phenyl]methyl]-2-phenyl-3-piperidinamine dihydrochloride Cl.Cl.COC1=C(C=C(C=C1)N1N=NN=C1)CN[C@@H]1[C@@H](NCCC1)C1=CC=CC=C1